(4aR,8aS)-6-(3-((S)-1-(2-Fluoro-4-(trifluoromethyl)phenoxy)ethyl)azetidine-1-carbonyl)hexahydro-2H-pyrido[4,3-b][1,4]oxazin-3(4H)-one FC1=C(O[C@@H](C)C2CN(C2)C(=O)N2C[C@@H]3[C@@H](OCC(N3)=O)CC2)C=CC(=C1)C(F)(F)F